COC1=CC=C(OC2=C(C=CC=C2)[N+](=O)[O-])C=C1 1-(4-methoxyphenoxy)-2-nitrobenzene